N-[3-[5-bromo-1-(oxan-2-yl)pyrazolo[3,4-b]pyridine-3-carbonyl]-2,4,6-trifluorophenyl]propane-1-sulfonamide BrC=1C=C2C(=NC1)N(N=C2C(=O)C=2C(=C(C(=CC2F)F)NS(=O)(=O)CCC)F)C2OCCCC2